4-[[6-[2,6-difluoro-3-[[(3R)-3-fluoropyrrolidin-1-yl]sulfonylamino]phenyl]-8-methyl-7-oxopyrido[2,3-d]pyrimidin-2-yl]amino]butanoic acid FC1=C(C(=CC=C1NS(=O)(=O)N1C[C@@H](CC1)F)F)C1=CC2=C(N=C(N=C2)NCCCC(=O)O)N(C1=O)C